(4-cyclopropyl-1H-imidazol-1-yl)thieno[2,3-d]Pyridazin-4(5H)-one C1(CC1)C=1N=CN(C1)C1=CC2=C(C=NNC2=O)S1